NC1=C(C=C(C=N1)NC(C(=O)N1[C@H](CC[C@@H](C1)C)C=1C=CC2=C(N=C(S2)C2C[C@@H]3[C@@H](CN(C3)C)C2)C1)=O)CC N-(6-amino-5-ethylpyridin-3-yl)-2-((2R,5S)-5-methyl-2-(2-((3aR,5r,6aS)-2-methyloctahydrocyclopenta[c]Pyrrol-5-yl)benzo[d]thiazol-5-yl)piperidin-1-yl)-2-oxoacetamide